9-(2'-(4,6-diphenyl-1,3,5-triazin-2-yl)-5'-(2,6-diphenylpyridin-4-yl)-[1,1'-biphenyl]-4-yl)-3,6-diphenyl-9H-carbazole C1(=CC=CC=C1)C1=NC(=NC(=N1)C1=CC=CC=C1)C1=C(C=C(C=C1)C1=CC(=NC(=C1)C1=CC=CC=C1)C1=CC=CC=C1)C1=CC=C(C=C1)N1C2=CC=C(C=C2C=2C=C(C=CC12)C1=CC=CC=C1)C1=CC=CC=C1